C(CCC)N1C(N(C(C(C1=O)=C(N)N)=O)C1CCC(CC1)(C)CN1C2(COC2)C(NC1=O)=O)=O 1-Butyl-5-(diaminomethylene)-3-((1s,4s)-4-((6,8-dioxo-2-oxa-5,7-diazaspiro[3.4]octan-5-yl)methyl)-4-methylcyclohexyl)pyrimidine-2,4,6(1H,3H,5H)-trione